2-ethoxyethyl (S)-6-diazo-2-((R)-2-methoxypropanamido)-5-oxohexanoate [N+](=[N-])=CC(CC[C@@H](C(=O)OCCOCC)NC([C@@H](C)OC)=O)=O